CN([C@@H]1[C@H](CN(C1)C=1N=NC(=C(N1)C)C1=C(C=C(C=C1)C(F)(F)F)O)O)C (3S,4S)-4-(dimethylamino)-1-(6-(2-hydroxy-4-(trifluoromethyl)phenyl)-5-methyl-1,2,4-triazin-3-yl)pyrrolidin-3-ol